2-hexenedioic acid-acrylamide C(C=C)(=O)N.C(C=CCCC(=O)O)(=O)O